(2S)-2-amino-N-butyl-4-(3,3-dimethylbutylsulfonimidoyl)butanamide N[C@H](C(=O)NCCCC)CCS(=O)(=N)CCC(C)(C)C